Di-tert-butyl (((S)-1-(tert-butoxy)-6-((S)-2-((S)-5-(tert-butoxy)-5-oxo-2-(4-(tributylstannyl)benzamido)pentanamido)-3-phenylpropanamido)-1-oxohexan-2-yl)carbamoyl)-L-glutamate C(C)(C)(C)OC([C@H](CCCCNC([C@H](CC1=CC=CC=C1)NC([C@H](CCC(=O)OC(C)(C)C)NC(C1=CC=C(C=C1)[Sn](CCCC)(CCCC)CCCC)=O)=O)=O)NC(=O)N[C@@H](CCC(=O)OC(C)(C)C)C(=O)OC(C)(C)C)=O